COC([C@@H](C1=CC=CC=C1)N1N=C2C(=C(C=CC2=C1)Br)F)=O |r| (2RS)-2-(6-bromo-7-fluoro-indazol-2-yl)-2-phenyl-acetic acid methyl ester